C1(CC1)[C@H](C(C)(C)O)N1CC=2C=NC=C(C2C1=O)NC(OC(C)(C)C)=O |o1:3| (R or S)-tert-butyl (2-(1-cyclopropyl-2-hydroxy-2-methylpropyl)-1-oxo-2,3-dihydro-1H-pyrrolo[3,4-c]pyridin-7-yl)carbamate